N-pentyl-1,2,3,4-tetrahydroquinoline C(CCCC)N1CCCC2=CC=CC=C12